C(C)OCOCC\C=C/CCI.[Mg] magnesium (3Z)-6-(ethoxymethoxy)-3-hexenyliodide